tert-Butyl 9-[3-(4-chloro-2-methyl-2H-indazol-5-yl)-5-methyl-1H-pyrazolo[3,4-b]pyrazin-6-yl]-3,9-diazabicyclo[3.3.1]nonane-3-carboxylate ClC=1C2=CN(N=C2C=CC1C1=NNC2=NC(=C(N=C21)C)N2C1CN(CC2CCC1)C(=O)OC(C)(C)C)C